ClC1=C(C(=NC=N1)NCC1=C(C=C(C=C1)OC)OC)N 6-chloro-N-(2,4-dimethoxybenzyl)pyrimidine-4,5-diamine